ethyl 7-(methoxymethoxy)-4-oxo-4H-chromene-2-carboxylate COCOC1=CC=C2C(C=C(OC2=C1)C(=O)OCC)=O